CSCCCCCCN 6-methylthiohexyl-amine